tert-Butyl (3aR,6aS)-5-(2-((6-(1,4-dimethyl-1H-pyrazol-5-yl)pyridazin-3-yl)amino)ethyl)hexahydrocyclopenta[c]pyrrole-2(1H)-carboxylate CN1N=CC(=C1C1=CC=C(N=N1)NCCC1C[C@@H]2[C@@H](CN(C2)C(=O)OC(C)(C)C)C1)C